2-chloro-N-(1-cyanocyclopropyl)-5-[1-[2-methyl-5-(1,1,2,2,2-pentafluoroethyl)-4-(trifluoromethyl)pyrazol-3-yl]pyrazol-4-yl]benzamide ClC1=C(C(=O)NC2(CC2)C#N)C=C(C=C1)C=1C=NN(C1)C=1N(N=C(C1C(F)(F)F)C(C(F)(F)F)(F)F)C